CN1C(C2=C(C(=C1)C1=CC=C3C=CN(C3=C1)CC1=CC(=CC(=C1)OC)OC)C=CN2)=O 6-methyl-4-(1-(3,5-dimethoxybenzyl)-1H-indol-6-yl)-1,6-dihydro-7H-pyrrolo[2,3-c]pyridin-7-one